O.ClC=1C(=CC(=C(C1)N(C(=O)[C@H]1N(C([C@H]([C@H]1O)O)=O)C1=NC(=CC(=C1)C(F)(F)F)C)C([2H])([2H])[2H])F)F.ClC=1C(=CC(=C(C1)N(C(=O)[C@H]1N(C([C@H]([C@H]1O)O)=O)C1=NC(=CC(=C1)C(F)(F)F)C)C([2H])([2H])[2H])F)F (2S,3S,4S)-N-(5-chloro-2,4-difluorophenyl)-3,4-dihydroxy-N-(methyl-d3)-1-(6-methyl-4-(trifluoromethyl)pyridin-2-yl)-5-oxopyrrolidine-2-carboxamide hemihydrate